(S)-N-((3S,5R,8R,9S,10S,13R,14S,17R)-14-hydroxy-10,13-dimethyl-17-(5-oxo-2,5-dihydrofuran-3-yl)hexadecahydro-1H-cyclopenta[a]phenanthren-3-yl)-2-(hydroxymethyl)piperazine-1-carboxamide O[C@]12[C@@H]3CC[C@@H]4C[C@H](CC[C@@]4([C@H]3CC[C@@]2([C@H](CC1)C=1COC(C1)=O)C)C)NC(=O)N1[C@@H](CNCC1)CO